6-[1-(Azetidin-3-yl)pyrazol-4-yl]-4-methoxypyrazolo[1,5-a]pyridine-3-carbonitrile N1CC(C1)N1N=CC(=C1)C=1C=C(C=2N(C1)N=CC2C#N)OC